(1S,2S,4R,5R)-2-(hydroxymethyl)-2-(methoxymethyl)-5-(trifluoromethyl)quinuclidin-3-one OC[C@]1(N2C[C@@H]([C@H](C1=O)CC2)C(F)(F)F)COC